(S)-2-(2-(benzyloxy)ethyl)-1-toluenesulfonyl-aziridine C(C1=CC=CC=C1)OCCC1[N@](C1)S(=O)(=O)CC1=CC=CC=C1